CC(CCCC[Mg])C.[Br] Bromine (5-methylhexyl)magnesium